BrC1=C(C=CC=C1)CCCCCCNC(OC(C)(C)C)=O tert-Butyl (6-(2-bromophenyl)hexyl)carbamate